9-(4-((2,3-difluorophenyl)ethynyl)phenyl)-10-((dimethylamino)methyl)-3,4-dihydroxy-N-(4-methoxyphenyl)-1,6-diazabicyclo[6.2.0]decane-6-carboxamide FC1=C(C=CC=C1F)C#CC1=CC=C(C=C1)C1C2CN(CC(C(CN2C1CN(C)C)O)O)C(=O)NC1=CC=C(C=C1)OC